C(#N)CCC(C(N)(N)CCC#N)CC bis(cyanoethyl)butanediamine